ClC=1C=C(C=CC1F)[C@H]([C@]1(C[C@H](CC1)N(S(=O)(=O)C)CC1=CC=C(C=C1)OC)C=1OC=C(N1)C(=O)OCC)O ethyl 2-((1S,3S)-1-((R)-(3-chloro-4-fluorophenyl)(hydroxy)methyl)-3-(N-(4-methoxybenzyl)methylsulfonamido)cyclopentyl)oxazole-4-carboxylate